2-(3-((2-amino-4-(butylamino)-6-(2-carboxyethyl)pyrimidin-5-yl)methyl)-4-methoxy-phenyl)-2-methylpropanoic acid NC1=NC(=C(C(=N1)NCCCC)CC=1C=C(C=CC1OC)C(C(=O)O)(C)C)CCC(=O)O